N-(4-anilinophenyl)crotonamide 3-(3-ethyl-4-oxo-spiro[6,8-dihydro-5H-pyrazolo[4,3-c]azepine-7,4'-tetrahydropyran]-1-yl)propyl-2,5-dimethylpyrazole-3-carboxylate C(C)C1=NN(C2=C1C(NCC1(CCOCC1)C2)=O)CCCOC(=O)C=2N(N=C(C2)C)C.N(C2=CC=CC=C2)C2=CC=C(C=C2)NC(\C=C\C)=O